7-bromo-4,4-difluoro-1,2-dihydroisoquinoline-3-one BrC1=CC=C2C(C(NCC2=C1)=O)(F)F